5-Chloro-4-((3aR,6aS)-3a,6a-dimethyl-5-(pyridin-2-yl)hexahydropyrrolo[3,4-c]pyrrol-2(1H)-yl)-N-(1-methyl-1H-pyrazol-4-yl)pyrimidin-2-amine ClC=1C(=NC(=NC1)NC=1C=NN(C1)C)N1C[C@@]2(CN(C[C@@]2(C1)C)C1=NC=CC=C1)C